6-(Difluoromethyl)-4-[3-(5-fluoro-3-pyridyl)-1-methyl-pyrazol-4-yl]-1H-pyrazolo[3,4-b]pyridine FC(C1=CC(=C2C(=N1)NN=C2)C=2C(=NN(C2)C)C=2C=NC=C(C2)F)F